(E)-vinyl selenone C(=C)[Se](=O)(=O)C=C